2,3,4,6-tetra-O-benzyl-β-D-galactopyranosyl bromide C(C1=CC=CC=C1)O[C@H]1[C@@H](O[C@@H]([C@@H]([C@@H]1OCC1=CC=CC=C1)OCC1=CC=CC=C1)COCC1=CC=CC=C1)Br